6-(3-Aza-bicyclo[3.1.0]hexan-3-yl)-3-(((S)-7-((R)-2-(2,5-difluoro-phenyl)piperazine-1-carbonyl)-10-hydroxy-7-aza-spiro[4.5]decan-10-yl)methyl)pyrimidin-4(3H)-one C12CN(CC2C1)C1=CC(N(C=N1)C[C@@]1(CCN(CC12CCCC2)C(=O)N2[C@@H](CNCC2)C2=C(C=CC(=C2)F)F)O)=O